C(C1=CC=CC=C1)OC1=CC=C(OCCOCCO)C=C1 2-(2-(4-(Benzyloxy)phenoxy)ethoxy)ethanol